Benzisothiazoline S1N=CC2=C1C=CC=C2